BrC1=CC=C2C(N(CN(C2=C1)C1=C(C=C(C=C1)F)C)C=1C(=NC(=CC1)OC)C)=O 7-bromo-1-(4-fluoro-2-methylphenyl)-3-(6-methoxy-2-methylpyridin-3-yl)-2,3-dihydroquinazolin-4(1H)-one